O1C(CCCC1)C=O Tetrahydro-2H-pyran-2-carbaldehyd